N1(CCCC1)C1(CCCCC1)C(=O)N (pyrrolidin-1-yl)cyclohexane-1-carboxamide